2-naphthyl perfluorooctyl-sulfonate Xenon Neon [Ne].[Xe].FC(C(C(C(C(C(C(C(F)(F)F)(F)F)(F)F)(F)F)(F)F)(F)F)(F)F)(S(=O)(=O)OC1=CC2=CC=CC=C2C=C1)F